OC[C@@H](COC)NC(=O)C=1C=NC2=C(C=CC=C2C1)C1=CCC(CC1)C(F)(F)F N-((S)-1-hydroxy-3-methoxypropan-2-yl)-8-(4-(trifluoromethyl)cyclohex-1-en-1-yl)quinoline-3-carboxamide